BIS(2-BUTYLOCTYL) 7-(N-(4-(DIMETHYLAMINO)BUTYL)-2,2,3,3,4,4,5,5,6,6,7,7,8,8,8-PENTADECAFLUOROOCTANAMIDO)TRIDECANEDIOATE CN(CCCCN(C(C(C(C(C(C(C(C(F)(F)F)(F)F)(F)F)(F)F)(F)F)(F)F)(F)F)=O)C(CCCCCC(=O)OCC(CCCCCC)CCCC)CCCCCC(=O)OCC(CCCCCC)CCCC)C